tert-butyl (2S,5R)-4-(2-(2-(cyclopropyl(imino)methyl)hydrazineyl)-1-(4-fluorophenyl)-2-oxoethyl)-2,5-dimethylpiperazine-1-carboxylate C1(CC1)C(NNC(C(C1=CC=C(C=C1)F)N1C[C@@H](N(C[C@H]1C)C(=O)OC(C)(C)C)C)=O)=N